5-(1-(4-(trifluoromethyl)phenyl)imidazo[1,5-a]pyridin-3-yl)-2,4-dihydro-3H-1,2,4-triazol-3-one FC(C1=CC=C(C=C1)C=1N=C(N2C1C=CC=C2)C=2NC(NN2)=O)(F)F